FC1(OCC2=C(O1)C=CC=C2)F 2,2-difluorobenzo[d][1,3]dioxin